Cl.C(C)OC(C(C(C1CCCCC1)C1CCCCC1)N)=O.FC1=CC(=C(C=C1)NC1=C(C(=O)NC=2C(=NC(=CC2)OC)C)C=C(C=C1)OC(F)(F)F)C 2-((4-fluoro-2-methylphenyl)amino)-N-(6-methoxy-2-methylpyridin-3-yl)-5-(trifluoromethoxy)benzamide Ethyl-2-amino-3,3-dicyclohexyl-propionate hydrochloride